CC1=NC=2C=CC=C(C2C=C1)S(=O)(=O)C=1OC=CC1 (2-methyl-quinoline-5-sulfonyl)oxol